tert-butyl N-((1-(4-(6,7-dimethoxyquinolin-4-yl)piperazin-1-yl)cyclopropyl)methyl)sulfamoylcarbamate COC=1C=C2C(=CC=NC2=CC1OC)N1CCN(CC1)C1(CC1)CNS(=O)(=O)NC(OC(C)(C)C)=O